N,N'-(oxydi-4,1-phenylene)bis[4-amino-benzamide] O(C1=CC=C(C=C1)NC(C1=CC=C(C=C1)N)=O)C1=CC=C(C=C1)NC(C1=CC=C(C=C1)N)=O